2-methyl-1-(methylsulfonyl)indolin-6-amine CC1N(C2=CC(=CC=C2C1)N)S(=O)(=O)C